Diethylenglycol (3-mercaptopropionat) SCCC(=O)OCCOCCO